O1COC2=C1C=CC(=C2)C[C@@H](C)NCC (R)-1-(benzo[d][1,3]dioxol-5-yl)-N-ethylpropan-2-amine